CSC=1N=CC=2N=CN=C(C2N1)O 6-methylsulfanylpyrimido[5,4-d]pyrimidin-4-ol